{2-[(4-methoxyphenyl)methyl]-4-methyl-2-azabicyclo[3.1.1]hept-3-yl}methylamine COC1=CC=C(C=C1)CN1C2CC(C(C1CN)C)C2